3-(3,4-dichlorophenyl)-1-methyl-1H-pyrazole-4-carbaldehyde ClC=1C=C(C=CC1Cl)C1=NN(C=C1C=O)C